NCCCOCCCCOC1CCN(CC1)C(=O)OC(C)(C)C tert-butyl 4-[4-(3-aminopropoxy)butoxy]piperidine-1-carboxylate